[Si](C)(C)(C(C)(C)C)OCC1=CC=C(C=C1)NC1=C(C(C(=O)OC)=CC=C1)C(=O)OC dimethyl 3-((4-(((tert-butyl dimethylsilyl)oxy)methyl)phenyl)-amino)phthalate